FC1=C(C=CC(=C1)S(=O)(=O)C)COC1CN(C1)C(=O)N1C[C@H](CC1)N1N=NN=C1 [3-[(2-fluoro-4-methylsulfonyl-phenyl)methoxy]azetidin-1-yl]-[(3S)-3-(tetrazol-1-yl)pyrrolidin-1-yl]methanone